tert-butyl (R)-3-(4-(pyridin-2-yl)-1,2,3,4-tetrahydroquinoxaline-1-carboxamido)pyrrolidine-1-carboxylate N1=C(C=CC=C1)N1CCN(C2=CC=CC=C12)C(=O)N[C@H]1CN(CC1)C(=O)OC(C)(C)C